Cl.COC1=CC=C2C(=CC=NC2=C1)OC1CCNCC1 7-methoxy-4-(piperidin-4-yloxy)quinoline hydrochloride